Cl.COC(=O)C1CC2(CC(C2)N)C1 (rac)-2-amino-spiro[3.3]heptane-6-carboxylic acid methyl ester hydrochloride